2-(2,6-dioxopiperidin-3-yl)-5-(4-hydroxy-1-(pyridin-4-ylmethyl)piperidin-4-yl)isoindoline-1,3-dione O=C1NC(CCC1N1C(C2=CC=C(C=C2C1=O)C1(CCN(CC1)CC1=CC=NC=C1)O)=O)=O